2-hydroxy-4-oxo-2-(trifluoromethyl)pentanoic acid methyl ester COC(C(CC(C)=O)(C(F)(F)F)O)=O